Ethyl (S)-3-(4,4'-difluoro-2'-(hex-5-en-1-yl)-6'-methyl-5-(trifluoromethyl)-[1,1'-biphenyl]-3-yl)-3-((S)-2-(5-(2-(dimethylamino)ethyl)-2-oxopyridin-1(2H)-yl)pent-4-enamido)propanoate FC1=C(C=C(C=C1C(F)(F)F)C1=C(C=C(C=C1C)F)CCCCC=C)[C@H](CC(=O)OCC)NC([C@H](CC=C)N1C(C=CC(=C1)CCN(C)C)=O)=O